ClC1=CC(=C(C=C1)N(S(=O)(=O)C1=CC=C(C=C1)NC(CC(=O)OCC)=O)CC)CN(C(C1=C(C=CC=C1)Cl)=O)CC=1OC=CC1 Ethyl 3-((4-(N-(4-chloro-2-((2-chloro-N-(furan-2-ylmethyl) benzamido) methyl) phenyl)-N-ethylsulfamoyl) phenyl) amino)-3-oxopropanoate